C1(C(CCCC1)N)N 1,2-Cyclohexanediamine